3-(4-(2-(Hydroxymethyl)oxazol-5-yl)-1-oxoisoindolin-2-yl)piperidine-2,6-dione OCC=1OC(=CN1)C1=C2CN(C(C2=CC=C1)=O)C1C(NC(CC1)=O)=O